2-bromobenzo[d]imidazo[2,1-b]thiazole-7-carboxamide BrC=1N=C2SC3=C(N2C1)C=CC(=C3)C(=O)N